1-(cyclohexylmethyl)-N-(4-(prop-1-yn-1-ylthio)phenyl)-1H-pyrazolo[3,4-d]pyrimidin-6-amine C1(CCCCC1)CN1N=CC=2C1=NC(=NC2)NC2=CC=C(C=C2)SC#CC